C(CCC)(=O)O.CC(CO)(C(C(C)C)O)C 2,2,4-trimethyl-1,3-pentanediol mono-n-butyrate